BrC=1C(=NN(C1)C1=CC=C(C=N1)N)C(F)F 6-[4-bromo-3-(difluoromethyl)pyrazol-1-yl]Pyridin-3-amine